(6-chloro-5-fluoro-4-methylpyridin-3-yl)ethan-1-ol ClC1=C(C(=C(C=N1)C(C)O)C)F